(S)-N-(2,4-difluoro-3-(trifluoromethyl)phenyl)-N-methyl-2-(6-methyl-4-(trifluoromethyl)pyridin-2-yl)isothiazolidine-3-carboxamide 1,1-dioxide FC1=C(C=CC(=C1C(F)(F)F)F)N(C(=O)[C@H]1N(S(CC1)(=O)=O)C1=NC(=CC(=C1)C(F)(F)F)C)C